1-((1-methyl-1H-pyrazol-4-yl)methyl)-4-(2-(thiophen-2-yl)ethylpiperidin-4-yl)pyridine HCl Cl.CN1N=CC(=C1)CN1CC=C(C=C1)C1CCN(CC1)CCC=1SC=CC1